(R)-(1,3-Dimethyl-azetidin-3-yl)-(4-isopropyl-phenyl)-{5-[3-(3-methyl-[1,2,4]oxadiazol-5-yl)-pyrrolidin-1-yl]-pyridin-3-yl}-methanol CN1CC(C1)(C)[C@@](O)(C=1C=NC=C(C1)N1CC(CC1)C1=NC(=NO1)C)C1=CC=C(C=C1)C(C)C